1,12-Dioxo-1-(4-tritylpiperazin-1-yl)-2,5,8,11-tetraoxa-15-pentadecanoic acid O=C(OCCOCCOCCOC(CCC(=O)O)=O)N1CCN(CC1)C(C1=CC=CC=C1)(C1=CC=CC=C1)C1=CC=CC=C1